6-chloro-4-(2-cyanoacetylamino)-5-fluoronicotinic acid ethyl ester C(C)OC(C1=CN=C(C(=C1NC(CC#N)=O)F)Cl)=O